CO[C@H]1CN(CC1)CC1=CC(=NC=C1)NC=1SC2=C(N1)C=CC(=C2)C2=CC=NC=C2 (R)-N-(4-((3-methoxypyrrolidin-1-yl)methyl)pyridin-2-yl)-6-(pyridin-4-yl)benzo[d]thiazol-2-amine